FC1=C(C=C(C(=C1)OCCC1(CCC(CC1)=O)C1=CC=CC=C1)F)S(=O)(=O)NC1=NC=NS1 2,5-difluoro-4-(2-(4-oxo-1-phenylcyclohexyl)ethoxy)-N-(1,2,4-thiadiazol-5-yl)benzenesulfonamide